methyl 2-{[6-(2-methanesulfonylpropan-2-yl)pyridin-3-yl]oxy}acetate CS(=O)(=O)C(C)(C)C1=CC=C(C=N1)OCC(=O)OC